diethyl-hexoxyphenol C(C)C1=C(C(=C(C=C1)O)OCCCCCC)CC